2-methoxyimino-2-(2-amino-4-thiazolyl)thioacetic acid CON=C(C(=S)O)C=1N=C(SC1)N